FC1=C(C=CC(=C1)F)[C@@H]1N(CCC1)C1=NC=2N(C=C1)N=CC2C2=CC=CC(=N2)N2CCN(CC2)CC=2C=C(C=CC2)C2C(NC(CC2)=O)=O 3-(3-((4-(6-(5-((R)-2-(2,4-difluorophenyl)pyrrolidin-1-yl)pyrazolo[1,5-a]pyrimidin-3-yl)pyridin-2-yl)piperazin-1-yl)methyl)phenyl)piperidine-2,6-dione